C(C)N1C2=CC=CC=C2C=2C=C(C=CC12)C1(OC(=O)C2=CC(=CC=C12)N(C)C)C=1C=CC=2N(C3=CC=CC=C3C2C1)CC 3,3-bis(9-ethylcarbazol-3-yl)-6-dimethylaminophthalide